[2-(2-amino-5-chlorobenzyl)-1,3-dioxepan-2-yl]Methyl acetate C(C)(=O)OCC1(OCCCCO1)CC1=C(C=CC(=C1)Cl)N